2-(5-Fluoro-2H-benzo[d][1,2,3]triazol-2-yl)-1-((2R,4aS,4bR,6aS,7S,7aS,8aR,8bR,8cR,10aR)-2-hydroxy-2,6a-dimethyloctadecahydrocyclopropa[4,5]cyclopenta[1,2-a]phenanthren-7-yl)ethan-1-one FC1=CC=2C(=NN(N2)CC(=O)[C@H]2[C@@H]3[C@H]([C@@H]4[C@@]2(CC[C@@H]2[C@H]5CC[C@@](C[C@H]5CC[C@@H]42)(C)O)C)C3)C=C1